(S)-dimethylornithine CN([C@@H](CCCN)C(=O)O)C